FC(C1=C(CNC=2C3=C(N=C(N2)N2CC(OCC2)C#N)N=CC=C3)C=CC=C1)(F)F 4-(4-((2-(trifluoromethyl)benzyl)amino)pyrido[2,3-d]pyrimidin-2-yl)morpholine-2-carbonitrile